C(=O)(OC(C)(C)C)N1CCC(CC1)(C(=O)OCC)CC=C ethyl N-Boc-4-allylpiperidine-4-carboxylate